S1C=NC2=C1C=CC(=C2)[C@@H]2N(C[C@H](C(C2)(F)F)C)C(C(=O)NC=2C=C(C(=NC2)NC(OC(C)(C)C)=O)C2CC2)=O tert-butyl N-[5-[[2-[(2R,5R)-2-(1,3-benzothiazol-5-yl)-4,4-difluoro-5-methyl-1-piperidyl]-2-oxo-acetyl]amino]-3-cyclopropyl-2-pyridyl]carbamate